4-(4-(1H-pyrazol-1-yl)benzyl)-N-hydroxy-3,3-dimethyl-3,4-dihydro-2H-benzo[b][1,4]oxazine-6-carboxamide N1(N=CC=C1)C1=CC=C(CN2C3=C(OCC2(C)C)C=CC(=C3)C(=O)NO)C=C1